ClC=1N=C(C2=C(N1)C=C(C=N2)C)NC2CCCCC2 2-Chloro-N-cyclohexyl-7-methyl-pyrido[3,2-d]pyrimidin-4-amine